isopropyl di-isooctyl phosphate P(=O)(OC(C)C)(OCCCCCC(C)C)OCCCCCC(C)C